isononyl beta-mercaptopropionate SCCC(=O)OCCCCCCC(C)C